OC1=C2C(C(=C(OC2=CC(=C1)OC)O)C1=CC=CC=C1)=O dihydroxy-7-methoxy-isoflavone